CC1=NNC(=C1)C1=CC=NC=C1 4-(3-methyl-1H-pyrazol-5-yl)pyridine